ethyl-(1-naphthyl)amine C(C)NC1=CC=CC2=CC=CC=C12